C(#N)C(=CC1=C(N(C(=C1)C)C=1OC(=C(C1C#N)C)C)C)C1=NC2=C(C=NC(=C2)OC)N1 2-(3-(2-cyano-2-(6-methoxy-3H-imidazo[4,5-c]pyridin-2-yl)vinyl)-2,5-dimethyl-1H-pyrrol-1-yl)-4,5-dimethylfuran-3-carbonitrile